6-(thiazol-5-yl)-1H-imidazo[4,5-b]pyridin-2(3H)-one S1C=NC=C1C=1C=C2C(=NC1)NC(N2)=O